O=C1NC(CCC1N1C(C2=CC=CC(=C2C1=O)NC1CCC(CC1)CN1C[C@@H](CC1)C(=O)O)=O)=O (3R)-1-{[(1r,4r)-4-({2-[2,6-dioxopiperidin-3-yl]-1,3-dioxoisoindol-4-yl}amino)cyclohexyl]methyl}pyrrolidine-3-carboxylic acid